6-chloro-7-hydroxy-1-methyl-4-[4-(5-methyl-1,3-benzoxazol-2-yl)piperidin-1-yl]-2-oxo-1,2-dihydroquinoline-3-carbonitrile ClC=1C=C2C(=C(C(N(C2=CC1O)C)=O)C#N)N1CCC(CC1)C=1OC2=C(N1)C=C(C=C2)C